1-((2s,5r)-2-methyl-5-(4-((4-methyl-3-(1-methyl-1H-1,2,3-triazol-4-yl)phenyl)amino)-6-(pyrazin-2-yl)pyrimidin-2-yl)piperidin-1-yl)ethan-1-one C[C@@H]1N(C[C@@H](CC1)C1=NC(=CC(=N1)NC1=CC(=C(C=C1)C)C=1N=NN(C1)C)C1=NC=CN=C1)C(C)=O